titanium alloyl-niobium C(C=C)(=O)[Nb].[Ti]